ClC1=C(C(=CC(=C1)Cl)Cl)OC(CC(=O)OC1=C(C=C(C=C1Cl)Cl)Cl)=O malonic acid bis(2,4,6-trichlorophenyl)ester